FC(C(C(F)(F)F)OC(=O)C1=C(C(=O)C2=[N+](N(C3=CC=CC=C23)CCC)[O-])C=CC=C1)(F)F 3-(2-(((1,1,1,3,3,3-Hexafluoropropan-2-yl)oxy)carbonyl)benzoyl)-1-propyl-1H-indazole 2-oxide